7-[(1S)-2-methoxy-1-methyl-ethyl]-2-[[1-methyl-3-[(2R,3S)-2-methyloxetan-3-yl]oxy-pyrazol-4-yl]amino]pyrrolo[2,3-d]pyrimidine-6-carbonitrile COC[C@H](C)N1C(=CC2=C1N=C(N=C2)NC=2C(=NN(C2)C)O[C@@H]2[C@H](OC2)C)C#N